O[C@H](C(=O)[O-])CCSC L-2-Hydroxy-4-(Methylthio)butyrat